C(C)(C)(C)OC(=O)N1CCC(CC1)C=1C=C2C(=C(NC2=CC1)B1OC(C(O1)(C)C)(C)C)CC(F)F 4-(3-(2,2-Difluoroethyl)-2-(4,4,5,5-tetramethyl-1,3,2-dioxaborolan-2-yl)-1H-indol-5-yl)piperidine-1-carboxylic acid tert-butyl ester